ClC=1C=C(C=C(C1OCCCCl)Cl)C(C)(C)C1=CC=C(OC[C@@H](CS(=O)(=O)CC)O)C=C1 (S)-1-(4-(2-(3,5-dichloro-4-(3-chloropropoxy)phenyl)propan-2-yl)phenoxy)-3-(ethylsulfonyl)propan-2-ol